bismuth oxide telluride [Bi](=O)=[Te]